C(C(=C)C)(=O)OCC[N+](CCS(=O)(=O)[O-])(C)C 2-((2-(methacryloyloxy)ethyl)dimethylammonio)ethane-1-sulphonate